COC1=CC=CC=2C=3N(C(=NC12)N)N=C(N3)C3C(C3)C3=CC=C1C=NN(C1=C3)C 7-methoxy-2-[2-(1-methyl-1H-indazol-6-yl)cyclopropyl][1,2,4]triazolo[1,5-c]quinazolin-5-amine